C1(C(C(C(C(C1O)O)O)O)O)O Muco-inositol